C1(CCCC1)N1CCN(CC1)C1=C(C=C(C=C1)NC(=O)C=1C(NC=CC1NC1=C(C2=C(OCCN2)N=C1)C)=O)F N-(4-(4-cyclopentylpiperazin-1-yl)-3-fluorophenyl)-4-((8-methyl-2,3-dihydro-1H-pyrido[2,3-b][1,4]oxazin-7-yl)amino)-2-oxo-1,2-dihydropyridine-3-carboxamide